C1(=CC=CC=C1)[NH2+]O.N(=O)N1CCOCC1 N-nitrosomorpholine, N-phenylhydroxylammonium salt